C(C)(C)(C)OC(=O)N1C[C@@H](C[C@@H](C1)F)N (3R,5S)-3-amino-5-fluoro-piperidine-1-carboxylic acid tert-butyl ester